Cl.C[C@H](C=C)N (R)-but-3-ene-2-amine hydrochloride